ammonia ammonium chloride [Cl-].[NH4+].N